COC[C@@H](C(=O)N[C@H](C(=O)NCC1=CC=CC2=CC=CC=C12)C)NC(=O)C=1N=C(SC1)C N-((S)-3-methoxy-1-(((S)-1-((naphthalen-1-ylmethyl)amino)-1-oxopropan-2-yl)amino)-1-oxopropan-2-yl)-2-methylthiazole-4-carboxamide